5H-PYRIMIDO[5,4-B]INDOLE-8-CARBOXALDEHYDE N1=CN=CC=2NC=3C=CC(=CC3C21)C=O